(4-chloro-3-fluorophenoxy)-N-[(3r,6s)-6-[5-(4-chlorophenyl)-1,3,4-oxadiazol-2-yl]-2-oxopiperidin-3-yl]acetamide ClC1=C(C=C(OCC(=O)N[C@H]2C(N[C@@H](CC2)C=2OC(=NN2)C2=CC=C(C=C2)Cl)=O)C=C1)F